NC=1C2=C(N=CN1)C(=CS2)[C@H]2[C@@H]([C@@H]([C@](O2)(CO)CCl)O)N=[N+]=[N-] (2R,3S,4R,5S)-5-(4-aminothieno[3,2-d]pyrimidin-7-yl)-4-azido-2-(chloromethyl)-2-(hydroxymethyl)tetrahydrofuran-3-ol